N-(3,5-dimethoxypyridin-2-yl)-3-(2-isopropylphenyl)-1-sulfamoyl-azetidine-3-carboxamide sodium clupanodonate C(CCCCC\C=C/C\C=C/C\C=C/C\C=C/C\C=C/CC)(=O)[O-].[Na+].COC=1C(=NC=C(C1)OC)NC(=O)C1(CN(C1)S(N)(=O)=O)C1=C(C=CC=C1)C(C)C